N[C@@H]1CN(CCC1)C1=C2C(=NC=C1NC(=O)C1=NC(=C(C=C1)F)C1=C(C=CC=C1F)F)C(CC2)O N-{4-[(3S)-3-aminopiperidin-1-yl]-7-hydroxy-6,7-dihydro-5H-cyclopenta[b]pyridin-3-yl}-6-(2,6-difluorophenyl)-5-fluoropyridine-2-carboxamide